6-Acetyl-2-[(5-chloropyridin-2-yl)methyl]-3-({1-[hydroxy(2H2)methyl]cyclopropyl}(2H2)methoxy)-3-[4-(trifluoromethyl)phenyl]-2,3-dihydro-1H-isoindol-1-one C(C)(=O)C1=CC=C2C(N(C(C2=C1)=O)CC1=NC=C(C=C1)Cl)(C1=CC=C(C=C1)C(F)(F)F)OC([2H])([2H])C1(CC1)C([2H])([2H])O